N-(4-(4-(2-hydroxypropyl)piperazin-1-yl)phenyl)-4-((8-methyl-2,3-dihydro-1H-pyrido[2,3-b][1,4]oxazin-7-yl)amino)-2-oxo-1,2-dihydropyridine-3-carboxamide OC(CN1CCN(CC1)C1=CC=C(C=C1)NC(=O)C=1C(NC=CC1NC1=C(C2=C(OCCN2)N=C1)C)=O)C